C(C)(C)C1=C2C(=C3C(=N1)C=CS3)N(C=N2)C 4-isopropyl-1-methyl-1H-imidazo[4,5-d]thieno[3,2-b]pyridine